((methylsulfonyl)oxy)cyclohexane-1-carboxylic acid methyl ester COC(=O)C1(CCCCC1)OS(=O)(=O)C